FC=1C(=NC=CC1CN1CC2C(C1)CCC2)C=2C=C1CN(C(C1=CC2)=O)[C@@H]2C(NC(CC2)=O)=O (3S)-3-(5-(3-fluoro-4-((hexahydrocyclopenta[c]pyrrol-2(1H)-yl)methyl)pyridin-2-yl)-1-oxoisoindolin-2-yl)piperidine-2,6-dione